FC1=C(C(=CC(=C1)\C=C\C1=CC=CC=C1)OC)C(C)C (E)-1-fluoro-2-isopropyl-3-methoxy-5-styryl-benzene